Rac-N-(7-chloro-6-(4-(3-ethyl-4-hydroxytetrahydrofuran-3-yl)piperazin-1-yl)isoquinolin-3-yl)-6-oxaspiro[2.5]octane-1-carboxamide ClC1=C(C=C2C=C(N=CC2=C1)NC(=O)C1CC12CCOCC2)N2CCN(CC2)C2(COCC2O)CC